C[C@H]1CN(CCN1C)C1=CC(=C(C=C1NC(=O)C1=CN(C(C=C1C(F)(F)F)=O)C)C=1C=NC(=NC1)N1CCN(CC1)C(=O)OC(C)(C)C)F tert-butyl (S)-4-(5-(4-(3,4-dimethylpiperazin-1-yl)-2-fluoro-5-(1-methyl-6-oxo-4-(trifluoromethyl)-1,6-dihydropyridine-3-carboxamido)phenyl)pyrimidin-2-yl)piperazine-1-carboxylate